[Cl-].C(C1=CC=CC=C1)[N+]1=CC=C(C=C1)NC1=C(C(=NC(=C1Cl)Cl)Cl)Cl 1-benzyl-4-((perchloropyridin-4-yl)amino)pyridin-1-ium chloride